C12COCC(N1C=1SC3=C(N1)C=CC(=C3C(=O)NC=3C=NC(=CC3C(NC3=CC(=C(C=C3)F)C(F)(F)F)=O)OC)OC)C2 2-(3-Oxa-6-azabicyclo[3.1.1]heptan-6-yl)-N-(4-((4-fluoro-3-(trifluoromethyl)phenyl)carbamoyl)-6-methoxypyridin-3-yl)-6-methoxybenzo[d]thiazole-7-carboxamide